CCC=CCCC=CCC dec-3,7-diene